C[C@@H]1NCC2(OC3=C1N=C(C=C3)O)CC2 |o1:1| (5'S*)-5'-methyl-4',5'-dihydro-3'H-spiro[cyclopropane-1,2'-pyrido[2,3-f][1,4]oxazepine]-7'-ol